4-fluoro-8-nitro-1,2,3,5,6,7-hexahydro-s-indacene FC1=C2CCCC2=C(C=2CCCC12)[N+](=O)[O-]